Cl.FC=1C=C2CN(CC2=CC1)C(CNC12CC3(CC(CC(C1)C3)C2)NC(=O)C2=CC=C(C=C2)C2=CC(=CS2)C(=O)OC)=O Methyl 5-(4-((3-((2-(5-fluoroisoindolin-2-yl)-2-oxoethyl)amino)adamantan-1-yl)carbamoyl)phenyl)thiophene-3-carboxylate hydrochloride